C(C1=CC=CC=C1)N1C(CCC1=O)=O 1-benzylpyrroline-2,5-dione